6,6-dimethylhexahydropyrano[3,4-d]Imidazole-2(3H)-on CC1(CC2C(NC(N2)=O)CO1)C